trans-4-(5-[4-[(piperazin-1-yl)methyl]phenyl]-2-[(3,3,3-trifluoropropyl)amino]-7H-pyrrolo[2,3-d]pyrimidin-7-yl)cyclohexan-1-ol hydrochloride Cl.N1(CCNCC1)CC1=CC=C(C=C1)C1=CN(C=2N=C(N=CC21)NCCC(F)(F)F)[C@@H]2CC[C@H](CC2)O